C(C1=CC=CC=C1)OC([C@H]([C@@H](C)OCC1=CC=CC=C1)NC(=O)C1(CCN(CC1)C(=O)OC(C)(C)C)CO)=O tert-butyl 4-(((2S,3R)-1,3-bis(benzyloxy)-1-oxobutan-2-yl)carbamoyl)-4-(hydroxymethyl)piperidine-1-carboxylate